ClC1=C(C2=C(N(CCOC2)[C@H]2[C@@H](CCCC2)O)N=N1)C (1r,2r)-2-(3-chloro-4-methyl-7,8-dihydropyridazino[3,4-e][1,4]oxazepin-9(5H)-yl)cyclohexan-1-ol